(±)-rel-(5aR,6R,9S)-2,12-dichloro-5a,6,7,8,9,10-hexahydro-5H-4-oxa-3,10a,11,13,14-pentaaza-6,9-methanonaphtho[1,8-ab]heptalen ClC=1C=C2N=C(N=C3C2=C(OC[C@H]2[C@H]4CC[C@@H](CN32)N4)N1)Cl |r|